Ethyl 2-chloro-5-((1-methyl-1H-pyrazol-3-yl)amino)pyrimidine-4-carboxylate ClC1=NC=C(C(=N1)C(=O)OCC)NC1=NN(C=C1)C